(S)-2-amino-6-(cyanomethyl)-N-(4-((tetrahydrofuran-3-yl)oxy)pyridin-3-yl)pyrazolo[1,5-a]pyrimidine-3-carboxamide NC1=NN2C(N=CC(=C2)CC#N)=C1C(=O)NC=1C=NC=CC1O[C@@H]1COCC1